N-methyl-N-octadecyl-4-(octadecyloxy)phenylammonium tetrakis(heptafluoronaphthalen-2-yl)borate FC=1C(=C(C(=C2C(=C(C(=C(C12)F)[B-](C1=C(C2=C(C(=C(C(=C2C(=C1F)F)F)F)F)F)F)(C1=C(C2=C(C(=C(C(=C2C(=C1F)F)F)F)F)F)F)C1=C(C2=C(C(=C(C(=C2C(=C1F)F)F)F)F)F)F)F)F)F)F)F.C[NH+](CCCCCCCCCCCCCCCCCC)C1=CC=C(C=C1)OCCCCCCCCCCCCCCCCCC